4-(6-(2,5-Difluorophenyl)-6-(1-methyl-2-oxo-1,2-dihydropyridin-3-yl)hexa-1,3-Diyn-1-yl)-3-(trifluoromethyl)pyrazolo[1,5-a]pyridine-5-carboxylic acid FC1=C(C=C(C=C1)F)C(CC#CC#CC=1C=2N(C=CC1C(=O)O)N=CC2C(F)(F)F)C=2C(N(C=CC2)C)=O